4-(difluoromethyl)-N-[[4-[6-[4-[[4-[4-[(2,6-dioxo-3-piperidyl)amino]phenyl]-1-piperidyl]methyl]phenyl]pyrrolo[2,1-f][1,2,4]triazin-4-yl]-2-fluoro-phenyl]methyl]benzamide E-format C(=O)O.FC(C1=CC=C(C(=O)NCC2=C(C=C(C=C2)C2=NC=NN3C2=CC(=C3)C3=CC=C(C=C3)CN3CCC(CC3)C3=CC=C(C=C3)NC3C(NC(CC3)=O)=O)F)C=C1)F